diphenyl-phosphonofluoride C1(=CC=CC=C1)OP(=O)(OC1=CC=CC=C1)F